5,5-diphenyl-4,5-dihydroisoxazole-3-carboxylic acid ethyl ester C(C)OC(=O)C1=NOC(C1)(C1=CC=CC=C1)C1=CC=CC=C1